2-[[(3R,4R)-3-aminotetrahydro-2H-pyran-4-yl]amino]-4-[(4-methylphenyl)amino]-5-pyrimidinecarboxamide N[C@H]1COCC[C@H]1NC1=NC=C(C(=N1)NC1=CC=C(C=C1)C)C(=O)N